benzyl chloroethyl-vinyl ether ClCCC=COCC1=CC=CC=C1